C(CCC)OCCOCC(=O)O (2-butoxy-ethoxy)-acetic acid